4-[[1-[[3-[4-(1-hydroxy-1-methyl-ethyl)-2-(6-methyl-7-oxo-1H-pyrrolo[2,3-c]pyridin-4-yl)phenoxy]cyclobutyl]methyl]azetidin-3-yl]methyl]piperidine-1-carboxylate OC(C)(C)C1=CC(=C(OC2CC(C2)CN2CC(C2)CC2CCN(CC2)C(=O)[O-])C=C1)C=1C2=C(C(N(C1)C)=O)NC=C2